1-(4-C-Azido-2-deoxy-2-methyl-β-D-arabinofuranosyl)-2,4(1H,3H)-pyrimidinedione N(=[N+]=[N-])[C@]1([C@H]([C@@H]([C@@H](O1)N1C(NC(C=C1)=O)=O)C)O)CO